(E)-3-(Quinolin-4-ylcarbamoyl)-acrylic acid ethyl ester C(C)OC(\C=C\C(NC1=CC=NC2=CC=CC=C12)=O)=O